OC1=C(C(=CC=2C=C3C[C@H](OC(C3=C(C21)O)=O)C)OC)C=2C(C1=C(C=C3C[C@H](OC(C3=C1O)=O)C)C(C2OC)=O)=O (3R)-8-[(3R)-9,10-dihydroxy-7-methoxy-3-methyl-1-oxo-3,4-dihydrobenzo[g]isochromen-8-yl]-10-hydroxy-7-methoxy-3-methyl-3,4-dihydrobenzo[g]isochromene-1,6,9-trione